1-[4-(5-Methoxy-1-methyl-1H-indazol-3-yl)-phenyl]-3-(1H-pyrazol-4-ylmethyl)-urea COC=1C=C2C(=NN(C2=CC1)C)C1=CC=C(C=C1)NC(=O)NCC=1C=NNC1